tert-butyl 2-(3-bromophenoxy)-2-methylpropionate BrC=1C=C(OC(C(=O)OC(C)(C)C)(C)C)C=CC1